C(C)OCC1=CC(OC)=C(O)C=C1 vanillyl ethyl ether